C1(=CC=CC=C1)NC(=O)NC=1SC=CN1 1-phenyl-3-(thiazol-2-yl)urea